2-((azepan-4-ylsulfanyl)methyl)-7-(cyclopentylamino)quinazolin-4(3H)-one N1CCC(CCC1)SCC1=NC2=CC(=CC=C2C(N1)=O)NC1CCCC1